BrC1=C(C=C2C(=NC(=NC2=C1F)Cl)O[C@@H]1[C@@H](N(CC1)C(=O)OC(C)(C)C)C)C(F)(F)F tert-butyl cis-3-[7-bromo-2-chloro-8-fluoro-6-(trifluoromethyl)quinazolin-4-yl]oxy-2-methyl-pyrrolidine-1-carboxylate